FC(OC=1C=C(C=CC1)CNC(=O)C=1N=NN(C1)CCCCC=1N=NN(C1)CC1CCN(CC1)C(=O)OC(C)(C)C)(F)F tert-butyl 4-[(4-{4-[4-({[3-(trifluoromethoxy)phenyl]methyl} carbamoyl)-1H-1,2,3-triazol-1-yl] butyl}-1H-1,2,3-triazol-1-yl)methyl]piperidine-1-carboxylate